NCCS(=O)(=O)C1=C(C(=C(C=C1)C1OC2=C(C=NC1)C=C(C=C2)C=2C=NC(=CC2)N)C)F (4-((2-aminoethyl)sulfonyl)-3-fluoro-2-methylphenyl)(7-(6-aminopyridin-3-yl)-2,3-dihydrobenzo[f][1,4]oxazepine)